NCC(=O)OC(C1=CC=CC=C1)C([C@@H](NC(=O)OCC1=CC=CC=C1)COC(C)(C)C)=O N-carbobenzoxy-O-tert-butyl-L-seryl-benzyl glycinate